THIOSULFONATE S(=S)(=O)[O-]